C(=O)(O)CN(C(NC(CCC(=O)O)C(N(C)CCCC1CCCCC1)=O)=O)CC1=CC=C(C=C1)OP(=O)(O)O 4-[3-carboxymethyl-3-(4-phosphonooxy-benzyl)-ureido]-4-[(3-cyclohexyl-propyl)-methyl-carbamoyl]butyric acid